C(N)(O)=O.NC(=O)O aminocarboxylate (carbamate)